1-bromo-3-isopropyl-4-chlorobenzene BrC1=CC(=C(C=C1)Cl)C(C)C